[Co].[Pd] Palladium-cobalt